NC1=C(S(C2=C1N=C(CN2C2=CC=C(C=C2)OC(F)F)C2CC2)=O)C2=CC1=CN(N=C1C=C2)C 7-amino-2-cyclopropyl-4-(4-(difluoromethoxy)phenyl)-6-(2-methyl-2H-indazol-5-yl)thieno[3,2-b]pyrazin-5(4H)-one